C(CCC)(=O)C1=CC=C(C=C1)C1CCN(CC1)C(=O)OC Methyl 4-(4-butyrylphenyl)piperidine-1-carboxylate